CN1C(CCC1)=O N-Methyl-Pyrrolidon